BrCC(=O)C1=CC=C(C=C1)CC 2-bromo-1-(4-ethylphenyl)ethan-1-one